(E)-1-chloro-2-(pentafluorosulfanyl)-1-phenylethen Cl\C(=C\S(F)(F)(F)(F)F)\C1=CC=CC=C1